(1S,5S)-α-pinene [C@H]12C(=CC[C@H](C1(C)C)C2)C